C12(CC(C1)C2)NC(C(=O)C2=C(N(C=C2)C)C(=O)NC2=CC(=C(C=C2)F)C#N)=O (2-(bicyclo[1.1.1]pent-1-ylamino)-2-oxoacetyl)-N-(3-cyano-4-fluorophenyl)-1-methyl-1H-pyrrole-2-carboxamide